[Si](C)(C)(C(C)(C)C)O[C@@H]1CCN2C(OC([C@@H]21)=O)=O (7r,7as)-7-((tert-butyldimethylsilyl)oxy)tetrahydro-1h,3h-pyrrolo[1,2-C]oxazole-1,3-dione